C(C)(=O)OCCC(CCCCCCC)O 3-hydroxy-decanyl acetate